(exo)-6-[[2-chloro-4-[[5-(2,3-difluoro-4-methoxy-phenyl)-1-methyl-imidazole-2-carbonyl]amino]benzoyl]amino]-N-[(trans)-4-hydroxypyrrolidin-3-yl]-3-azabicyclo[3.1.0]hexane-3-carboxamide ClC1=C(C(=O)NC2C3CN(CC23)C(=O)N[C@@H]2CNC[C@H]2O)C=CC(=C1)NC(=O)C=1N(C(=CN1)C1=C(C(=C(C=C1)OC)F)F)C